2-(3,5-dichlorophenyl)benzo-[d]oxazole-6-carboxylic acid 6,7-dihydro-5H-pyrrolo[1,2-c]imidazol-7-yl ester C1=C2N(C=N1)CCC2OC(=O)C2=CC1=C(N=C(O1)C1=CC(=CC(=C1)Cl)Cl)C=C2